2-octenal C(C=CCCCCC)=O